C(C)OC(=O)C1C(C2=CC=C(C=C2C1)Br)C 5-bromo-1-methyl-2,3-dihydro-1H-indene-2-carboxylic acid ethyl ester